(5-chloro-1-(pyridin-2-yl)-1H-pyrazol-4-yl)methanone ClC1=C(C=NN1C1=NC=CC=C1)C=O